6-[5-({[2-fluoro-3-(trifluoro-methoxy)phenyl]methyl}-carbamoyl)-6-methoxy-pyridin-3-yl]-N-methyl-1H-indazole-3-carboxamide FC1=C(C=CC=C1OC(F)(F)F)CNC(=O)C=1C=C(C=NC1OC)C1=CC=C2C(=NNC2=C1)C(=O)NC